FC(CB(O)O)CC(C(C)O)F (2,4-Difluoro-5-hydroxyhexyl)boronic acid